OC(CO)C1=C(C(=C2N(C(CN(S2(=O)=O)C)C(=O)OC)C1=O)C1=CC(=CC=C1)C(F)(F)F)CC1=CC=CC2=CC=CC=C12 methyl 7-(1,2-dihydroxyethyl)-2-methyl-8-(naphthalen-1-ylmethyl)-6-oxo-9-(3-(trifluoromethyl)phenyl)-3,4-dihydro-2H,6H-pyrido[1,2-e][1,2,5]thiadiazine-4-carboxylate 1,1-dioxide